[1,4-bis(diphenylphosphino)-butane] palladium (II) dichloride [Pd](Cl)Cl.C1(=CC=CC=C1)P(CCCCP(C1=CC=CC=C1)C1=CC=CC=C1)C1=CC=CC=C1